N-(3-((N-(4-aminobutyl)carbamimidoyl)carbamoyl)-4-fluorophenyl)-2-(4-fluoro-2-methylphenoxy)-4-(trifluoromethyl)benzamide NCCCCNC(=N)NC(=O)C=1C=C(C=CC1F)NC(C1=C(C=C(C=C1)C(F)(F)F)OC1=C(C=C(C=C1)F)C)=O